CN(S(=O)(=O)CCN1CC2(CC1)CCN(CC2)C=2C1=C(N=C(N2)C2=CC=NC=C2)C=NC=C1)C N,N-dimethyl-2-(8-(2-(pyridin-4-yl)pyrido[3,4-d]pyrimidin-4-yl)-2,8-diazaspiro[4.5]decan-2-yl)ethanesulfonamide